6-methoxybenzaldehyde COC1=CC=CC=C1C=O